O1COC=C1 di-oxole